[Cl-].CN1C=[N+](C=C1)CC 1-Methyl-3-ethylimidazolium chloride